NC=1C=C(C(=NC1)N1N=CC(=C1)C(F)(F)F)S(=O)(=O)N=CN(C)C 5-amino-N-[(dimethylamino)methylidene]-2-[4-(trifluoromethyl)-1H-Pyrazol-1-yl]Pyridine-3-sulfonamide